(R)-2-((1-(2-cyano-7-methyl-3-(o-tolyl)quinoxalin-5-yl)ethyl)amino)-benzoic acid C(#N)C1=NC2=CC(=CC(=C2N=C1C1=C(C=CC=C1)C)[C@@H](C)NC1=C(C(=O)O)C=CC=C1)C